CC=1C=C(C=C(C1)C)C1=CC=C2CCC3(C2=C1)CCC1=CC=C(C=C13)C1=CC(=CC(=C1)C)C (R)-6,6'-bis(3,5-dimethylphenyl)-1,1'-spirobiindan